N-[(4S,5S)-1,7-diethyl-4-(4-fluorophenyl)-3-methyl-6-oxo-1H,4H,5H,6H,7H-pyrazolo[3,4-b]pyridin-5-yl]-3-methylbenzamide C(C)N1N=C(C2=C1N(C([C@H]([C@H]2C2=CC=C(C=C2)F)NC(C2=CC(=CC=C2)C)=O)=O)CC)C